2-[3-(3-methoxyphenyl)pyrazol-1-yl]-4-morpholino-N-tetrahydropyran-4-yl-furo[3,2-d]pyrimidine-6-carboxamide COC=1C=C(C=CC1)C1=NN(C=C1)C=1N=C(C2=C(N1)C=C(O2)C(=O)NC2CCOCC2)N2CCOCC2